C(C)NC(C1=C(C=CC(=C1)F)SC1=CC=C2C(=NN(C2=C1)C1OCCCC1)\C=C\C1=NC=CC(=C1)CCCN1CCCC1)=O N-ethyl-5-fluoro-2-[3-[(trans)-2-[4-(3-pyrrolidin-1-ylpropyl)-2-pyridinyl]vinyl]-1-tetrahydropyran-2-yl-indazol-6-yl]sulfanylbenzamide